4-isopropyl-6-(3-(1-methyl-1H-indol-3-yl)piperidin-1-yl)pyrimidin-2-amine C(C)(C)C1=NC(=NC(=C1)N1CC(CCC1)C1=CN(C2=CC=CC=C12)C)N